5-ethyl-7-hydroxy-10-(methoxymethyl)-1-phenyl-2-(2,2,2-trifluoroethyl)-1,2,3,4,4a,5-hexahydrodipyrido[1,2-b:2',1'-f][1,2,4]triazine-6,8-dione C(C)N1C2N(N3C(C1=O)=C(C(C=C3COC)=O)O)C(C(CC2)CC(F)(F)F)C2=CC=CC=C2